(1S,2R,3R,5S)-5-(benzyloxy)-2-[(tert-butyldiphenylsilyl)oxy]-3-ethenylcyclopentan-1-ol C(C1=CC=CC=C1)O[C@H]1C[C@@H]([C@H]([C@H]1O)O[Si](C1=CC=CC=C1)(C1=CC=CC=C1)C(C)(C)C)C=C